6-(2-chlorophenyl)-N-(4-morpholinophenyl)-8,9-dihydroimidazo[1',2':1,6]pyrido[2,3-d]pyrimidin-2-amine ClC1=C(C=CC=C1)C1=CC2=C(N=C(N=C2)NC2=CC=C(C=C2)N2CCOCC2)N2C1=NCC2